1-[({1-[5-(difluoromethyl)(1,3,4-thiadiazol-2-yl)]-4-(2-methoxypyrimidin-4-yl)-1H-indazol-6-yl}sulfonyl)amino]cyclopropanecarbonitrile FC(C1=NN=C(S1)N1N=CC2=C(C=C(C=C12)S(=O)(=O)NC1(CC1)C#N)C1=NC(=NC=C1)OC)F